1-(7-chloro-4-oxoquinazolin-3(4H)-yl)-N-(4-(4-fluoro-1-methyl-1H-pyrazol-5-yl)phenyl)cyclopropane-1-carboxamide ClC1=CC=C2C(N(C=NC2=C1)C1(CC1)C(=O)NC1=CC=C(C=C1)C1=C(C=NN1C)F)=O